C1(CCC1)OCC1CN(CCC1)C1CCNCC1 3-[(cyclobutyloxy)methyl][1,4'-bipiperidine]